ClC1=C(C(=O)N(C)C)C=CC(=C1)OCCC[C@@H](C)C1CCN(CC1)C([C@@](C(F)(F)F)(C1=CC=CC=C1)O)=O |o1:16,25| 2-chloro-N,N-dimethyl-4-((R or S)-4-(1-((R or S)-3,3,3-trifluoro-2-hydroxy-2-phenylpropanoyl)piperidin-4-yl)pentyloxy)benzamide